TRiPHOSGENE ClC(Cl)(OC(OC(Cl)(Cl)Cl)=O)Cl